CN1C(C=2N=CN([C@H]3[C@H](OC)[C@H](O)[C@@H](CO)O3)C2N=C1N)=O 1,2'-O-dimethyl-guanosine